CC(COC(CCC1=CC(=C(C(=C1)C)O)C(C)(C)C)=O)(C)C1OCC2(CO1)COC(OC2)C(COC(CCC2=CC(=C(C(=C2)C)O)C(C)(C)C)=O)(C)C 3,9-bis-[1,1-dimethyl-2-[(3-tert-butyl-4-hydroxy-5-methylphenyl)propionyloxy]ethyl]-2,4,8,10-tetraoxaspiro[5.5]undecane